NC=1C(=NC(=CN1)C1=C(C=C(C=C1)NC(C(O)C1=CC(=CC(=C1)F)F)=O)C)C(=O)NCCOC 3-amino-6-(4-(2-(3,5-difluorophenyl)-2-hydroxyacetamido)-2-methyl-phenyl)-N-(2-methoxyethyl)pyrazine-2-carboxamide